FC1=C(OC=2C=CC(=NC2)CN(C(=O)C2(CC2)C2=CC=C3C(NN=C(C3=C2)CNC(OC(C)(C)C)=O)=O)[C@@H]2CCCC=3C=CC=NC23)C(=CC=C1)F tert-butyl (R)-((7-(1-(((5-(2,6-difluorophenoxy)pyridin-2-yl)methyl)(5,6,7,8-tetrahydroquinolin-8-yl)carbamoyl)cyclopropyl)-4-oxo-3,4-dihydrophthalazin-1-yl)methyl)carbamate